(S)-(-)-(6,6'-dimethoxybiphenyl-2,2'-diyl)bis(dicyclohexylphosphine) COC1=CC=CC(=C1C1=C(C=CC=C1OC)P(C1CCCCC1)C1CCCCC1)P(C1CCCCC1)C1CCCCC1